N-(2-(2,6-dioxopiperidin-3-yl)-1-oxoisoindolin-5-yl)-5-(4-methylpiperazin-1-yl)indoline-1-carboxamide O=C1NC(CCC1N1C(C2=CC=C(C=C2C1)NC(=O)N1CCC2=CC(=CC=C12)N1CCN(CC1)C)=O)=O